(S)-quinuclidin-3-yl (7-(2-fluorophenyl)-3,3-dimethylchroman-4-yl)carbamate FC1=C(C=CC=C1)C1=CC=C2C(C(COC2=C1)(C)C)NC(O[C@@H]1CN2CCC1CC2)=O